2-(4-(3,4-dihydroisoquinolin-2(1H)-yl)butyl)-4-phenylpyridazin-3(2H)-one C1N(CCC2=CC=CC=C12)CCCCN1N=CC=C(C1=O)C1=CC=CC=C1